CON(C(C(C(C)C)N(C(OC(C)(C)C)=O)C)=O)C tert-Butyl (1-(methoxy(methyl)amino)-3-methyl-1-oxobutan-2-yl)(methyl)carbamate